BrC=1N=C(SC1)NC(=O)C=1C=NC(=NC1)OC N-(4-bromothiazol-2-yl)-2-methoxypyrimidine-5-carboxamide